4-(5-(2,4-dimethoxy-3-propoxyphenyl)pyridin-3-yl)-1,2-oxaborolan-2-ol COC1=C(C=CC(=C1OCCC)OC)C=1C=C(C=NC1)C1CB(OC1)O